1-cyano-N-(4-(6-cyano-3-ethoxypyridin-2-yl)thiazol-2-yl)-N-methylpyrrolidine-2-carboxamide C(#N)N1C(CCC1)C(=O)N(C)C=1SC=C(N1)C1=NC(=CC=C1OCC)C#N